ClC1=C(C=NNC1=O)N1C[C@@H](CC1)OC1=NC(=CC(=C1)C1=C(C=C(C=C1)S(=O)(=O)NCCC)C)F (R)-4-(2-((1-(5-chloro-6-oxo-1,6-dihydropyridazin-4-yl)pyrrolidin-3-yl)oxy)-6-fluoropyridin-4-yl)-3-methyl-N-propylbenzenesulfonamide